FC1=CC=C(C=C1)S(=O)(=O)C12C=3C=CC(=NC3CCC1C(CC2)NC(OCC[Si](C)(C)C)=O)C(C(F)(F)F)(C(F)(F)F)F 2-(trimethylsilyl)ethyl (9a-((4-fluorophenyl)sulfonyl)-3-(perfluoropropan-2-yl)-6,6a,7,8,9,9a-hexahydro-5H-cyclopenta[f]quinolin-7-yl)carbamate